1-Isopropyl-3,6,8,9-tetrahydro-7H-pyrrolo[3,2-f]isoquinoline-7-carboxylate C(C)(C)C1=CNC=2C1=C1CCN(CC1=CC2)C(=O)[O-]